(2-((4-fluoro-3-(trifluoromethyl)phenyl)carbamoyl)phenyl)-6-methoxypyrimidine-5-carboxamide FC1=C(C=C(C=C1)NC(=O)C1=C(C=CC=C1)C1=NC(=C(C=N1)C(=O)N)OC)C(F)(F)F